Dec-9-ene-1-sulfonamide C(CCCCCCCC=C)S(=O)(=O)N